ClC=1C=C2C(=CC(=NC2=CC1)C(F)(F)F)NCC1(COC1)C1=CC=C(C=C1)F 6-Chloro-N-((3-(4-fluorophenyl)oxetan-3-yl)methyl)-2-(trifluoromethyl)quinolin-4-amine